6-Bromo-2-chloroquinoline-3-carboxylic acid ethyl ester C(C)OC(=O)C=1C(=NC2=CC=C(C=C2C1)Br)Cl